OCC1OC(CC1C)C (hydroxymethyl)-3,5-dimethyltetrahydrofuran